N-propargyl-acrylamide C(C#C)NC(C=C)=O